ClC1=CC=C2C(NC3(CCN(CC3)CCOC3=CC4=C(N(C=N4)C4CC(C4)(C)O)C(=C3)C(F)(F)F)C2=C1)=O 6-chloro-1'-(2-{1-[(cis)-3-hydroxy-3-methylcyclobutyl]-7-(trifluoromethyl)-1H-1,3-benzimidazol-5-yloxy}ethyl)spiro[isoindoline-1,4'-piperidin]-3-one